C(C)[N+]1(C(CCCC1C)C)C 1-ethyl-1,2,6-trimethylpiperidinium